C(C)NC(C(C(F)(F)F)O)=O N-ethyl-3,3,3-trifluoro-2-hydroxypropanamide